NC1=NC=2C(=C3C(=NC2)C=CO3)N1C1CCC(CC1)CC#N 2-((1R,4R)-4-(2-amino-1H-furo[3,2-b]imidazo[4,5-d]pyridine-1-yl)cyclohexyl)acetonitrile